C(C1=CC=CC=C1)OC(=O)N1C2CN(CC1CC2)C=2C1=C(N=C(N2)OCC23CCCN3CCC2)CN(CC1)C1=CC=CC2=CC=CC(=C12)Br 3-(7-(8-bromonaphthalen-1-yl)-2-((hexahydro-1H-pyrrolizine-7a-yl)methoxy)-5,6,7,8-tetrahydropyrido[3,4-d]pyrimidin-4-yl)-3,8-diazabicyclo[3.2.1]octane-8-carboxylic acid benzyl ester